N1=CC(=CC=C1)N1N=C(C(=C1)C1=C(C=CC=C1)C)C(=O)N 1-(pyridin-3-yl)-4-(2-methylphenyl)-1H-pyrazole-3-carboxamide